OC1=CC(=C(C=N1)OCC(C#N)(C)C)C1=CC=2N(C=C1)N=C(C2)NC2=NC(=NC(=C2)C)NC 3-[[6-hydroxy-4-[2-[[6-methyl-2-(methylamino)pyrimidin-4-yl]amino]pyrazolo[1,5-a]pyridin-5-yl]-3-pyridyl]oxy]-2,2-dimethyl-propanenitrile